20-methylpregna-4,6-dien-3-one CC(C)[C@H]1CC[C@H]2[C@@H]3C=CC4=CC(CC[C@]4(C)[C@H]3CC[C@]12C)=O